N-[2-(2-hydroxyethoxy)ethyl]1-[2-(5-fluoro-1,3-benzoxazol-2-ylamino)-1,3-benzoxazol-5-yl]cyclopropanecarboxamide OCCOCCNC(=O)C1(CC1)C=1C=CC2=C(N=C(O2)NC=2OC3=C(N2)C=C(C=C3)F)C1